O=C(CS(=O)(=O)N)N1CC2=CC(=CC=C2CC1)OC1=CC=C(C=C1)C(F)(F)F 2-oxo-2-(7-(4-(trifluoro-methyl)phenoxy)-3,4-dihydroisoquinolin-2(1H)-yl)ethane-1-sulfonamide